FC=1C=CC(=C(C1)C1=C2C(=C(C(N(C2=CC=C1)CC(C)C)=O)C(=O)N)O)N1CCN(CC1)C (5-fluoro-2-(4-methylpiperazin-1-yl)phenyl)-4-hydroxy-1-isobutyl-2-oxo-1,2-dihydroquinoline-3-carboxamide